trans-2-[3-[(4-methoxyphenyl)methyl]-2-oxo-1,3-oxazolidin-5-yl]Cyclopropane-1-carboxylic acid COC1=CC=C(C=C1)CN1C(OC(C1)[C@H]1[C@@H](C1)C(=O)O)=O